7-methoxy-4-(3-methoxy-4-(pyridin-3-ylmethoxy)benzyl)quinoline COC1=CC=C2C(=CC=NC2=C1)CC1=CC(=C(C=C1)OCC=1C=NC=CC1)OC